ClC1=CC(=C(C2=CC=CC=C12)N1C(C=CC1=O)=O)C (4-chloro-2-methylnaphthalen-1-yl)-1H-pyrrole-2,5-dione